methyl ((phosphonooxy)methyl) carbonate C(OC)(OCOP(=O)(O)O)=O